4-(2,6-difluoro-4-methoxyphenyl)-3-({5-[5-(trifluoromethyl)pyridin-2-yl]-1,3,4-oxadiazol-2-yl}amino)pyrrolidin-2-one FC1=C(C(=CC(=C1)OC)F)C1C(C(NC1)=O)NC=1OC(=NN1)C1=NC=C(C=C1)C(F)(F)F